8-[(2R,3S)-3-(methanesulfonyl-methyl)-2-methylazetidin-1-yl]-N-{2-[4-(2H3)methoxy-piperidin-1-yl]pyrimidin-4-yl}-5-(propan-2-yl)isoquinolin-3-amine CS(=O)(=O)C[C@@H]1[C@H](N(C1)C=1C=CC(=C2C=C(N=CC12)NC1=NC(=NC=C1)N1CCC(CC1)OC([2H])([2H])[2H])C(C)C)C